CC1=NC(=CC(=C1)C=1NC2=CC=C(C=C2C1C(C)C)C1CCN(CC1)C(CNCCOCC)=O)C 1-(4-(2-(2,6-dimethylpyridin-4-yl)-3-isopropyl-1H-indol-5-yl)piperidin-1-yl)-2-((2-ethoxyethyl)amino)ethan-1-one